C(C)OC(=O)C=1N=CC=2CN(CC(C2C1)CC)C1=CC(=C(C(=C1)OC)F)F 7-(3,4-difluoro-5-methoxyphenyl)-5-ethyl-5,6,7,8-tetrahydro-2,7-naphthyridine-3-carboxylic acid ethyl ester